COC1N(C(N(C1OC)COC)=O)COC 4,5-dimethoxy-1,3-bis(methoxymethyl)imidazolin-2-one